4-(3-((1r,3r,5s,7r)-3,5-dimethyladamantan-1-yl)ureido)-3-fluoro-N-(7-(hydroxyamino)-7-oxoheptyl)benzamide C[C@]12CC3(CC(C[C@@](C1)(C3)C)C2)NC(NC2=C(C=C(C(=O)NCCCCCCC(=O)NO)C=C2)F)=O